FC(C(=O)O)(F)F.NC1=NN2C(N=CC=C2)=C1C(=O)NC(C)C=1C=C(C=2N(C1N1CCS(CC1)(=O)=O)N=CC2Cl)Cl 2-Amino-N-{1-[3,4-dichloro-7-(1,1-dioxidothiomorpholin-4-yl)pyrazolo[1,5-a]pyridin-6-yl]ethyl}pyrazolo[1,5-a]pyrimidine-3-carboxamide trifluoroacetate